C1=CC=C(C=C1)C[C@H]2C(=O)N[C@H](C(=O)N2)CC3=CC=CC=C3 The molecule is a member of the class of 2,5-diketopiperazines that is piperazine-2,5-dione in which one hydrogen at position 3 and one hydrogen at position 6 are replaced by benzyl groups (the 3S,6S-diastereomer).